[3-[4-[4,6-bis(4-phenylphenyl)-1,3,5-triazin-2-yl]-3-hydroxy-phenoxy]-2-[5-[[6-isocyanatohexyl (6-isocyanatohexylcarbamoyl) carbamoyl] amino] pentyl-carbamoyloxy] propyl] neodecanoate C(CCCCCC(C)(C)C)(=O)OCC(COC1=CC(=C(C=C1)C1=NC(=NC(=N1)C1=CC=C(C=C1)C1=CC=CC=C1)C1=CC=C(C=C1)C1=CC=CC=C1)O)OC(NCCCCCNC(N(C(NCCCCCCN=C=O)=O)CCCCCCN=C=O)=O)=O